NC1=NC=C(C=C1C1=CC=C(N=N1)C=1N(C=C(C(C1C(=O)N)=O)C1=CC=C(C=C1)C)CC1CCOCC1)C1=CC(=C(C=C1)OC)OC {6-[2-amino-5-(3,4-dimethoxyphenyl)pyridin-3-yl]pyridazin-3-yl}-5-(4-methylphenyl)-4-oxo-1-(tetrahydro-2H-pyran-4-ylmethyl)-1,4-dihydropyridine-3-carboxamide